(S)-N-((S)-3-(3-(benzyloxy)-4-nitrophenyl)-2-(dimethylamino)propyl)-3-phenylbutanamide C(C1=CC=CC=C1)OC=1C=C(C=CC1[N+](=O)[O-])C[C@@H](CNC(C[C@H](C)C1=CC=CC=C1)=O)N(C)C